4-[2-methoxy-4-(trifluoromethyl)phenyl]-1-methyl-N-[(3R)-1-methyl-3-piperidinyl]pyrazolo[3,4-d]pyridazin-7-amine COC1=C(C=CC(=C1)C(F)(F)F)C1=C2C(=C(N=N1)N[C@H]1CN(CCC1)C)N(N=C2)C